S(CCC1CCN(CC1)C(CO)=O)CCC1CCN(CC1)C(CO)=O 1,1'-((thiobis(ethane-2,1-diyl))bis(piperidine-4,1-diyl))bis(2-hydroxyethan-1-one)